Cyclopropanecarboxylic acid [6-fluoro-4-methoxy-7-(tetrahydropyran-4-yl)-thiazolo[4,5-c]pyridin-2-yl]-amide FC1=C(C2=C(C(=N1)OC)N=C(S2)NC(=O)C2CC2)C2CCOCC2